2-{(R)-1-[4-(4-Amino-7H-pyrrolo[2,3-d]pyrimidin-5-yl)-phenyl]-ethylamino}-5-cyano-N-[(S)-1-(4-fluoro-phenyl)-ethyl]-nicotinamide NC=1C2=C(N=CN1)NC=C2C2=CC=C(C=C2)[C@@H](C)NC2=C(C(=O)N[C@@H](C)C1=CC=C(C=C1)F)C=C(C=N2)C#N